5-(5,8,11-Trioxa-2-azatridecan-13-yloxy)-2-(2,6-dioxopiperidin-3-yl)isoindoline-1,3-dione hydrochloride Cl.CNCCOCCOCCOCCOC=1C=C2C(N(C(C2=CC1)=O)C1C(NC(CC1)=O)=O)=O